2,3-diisopropyl-2-cyanosuccinic acid-1,4-di-(2-methoxyethyl) ester COCCOC(C(C(C(=O)OCCOC)C(C)C)(C#N)C(C)C)=O